C(CCC)OCCOC=1N=C(SC1C)C1=CC(=C(C(=O)O)C=C1)F 4-[4-(2-butoxyethoxy)-5-methyl-2-thiazolyl]-2-fluorobenzoic acid